FCCCN1C[C@H](CC1)OC1=CC=C(C=C1)C1=C(CSC2=CC(=CC=C12)O)C1=C(C=C(C=C1)OC([2H])([2H])[2H])F 4-[4-[(3S)-1-(3-fluoropropyl)pyrrolidin-3-yl]oxyphenyl]-3-[2-fluoro-4-(trideuteromethoxy)phenyl]-2H-thiochromen-7-ol